1-(1Z-octadecenyl)-2-nonadecanoyl-glycero-3-phospho-(1'-sn-glycerol) CCCCCCCCCCCCCCCCCCC(=O)O[C@H](CO/C=C\CCCCCCCCCCCCCCCC)COP(=O)(O)OC[C@H](CO)O